(6-bromo-1-methyl-1H-indol-2-yl)methanol BrC1=CC=C2C=C(N(C2=C1)C)CO